6-(((tert-butyldimethylsilyl)oxy)methyl)-4-(tributylstannyl)pyrimidine [Si](C)(C)(C(C)(C)C)OCC1=CC(=NC=N1)[Sn](CCCC)(CCCC)CCCC